O=C1N(CC2=C(C=CC=C12)CN1CC(CCC1)N1CCNCC1)C1C(NC(CC1)=O)=O 3-(1-oxo-4-((3-(piperazin-1-yl)piperidin-1-yl)methyl)isoindolin-2-yl)piperidine-2,6-dione